tert-butyl 1-((R*)-4-(allyloxy)-3-(methoxymethoxy)-3-methyl-4-oxobutyl)-6,6-difluorotetrahydro-1H-pyrrolo[3,2-c]isoxazole-4(5H)-carboxylate C(C=C)OC([C@](CCN1OCC2C1C(CN2C(=O)OC(C)(C)C)(F)F)(C)OCOC)=O |o1:5|